N-((1r,4r)-4-(3-chloro-4-cyanophenoxy)cyclohexyl)-6-(4-(4-((2-(2,6-dioxopiperidine-3-yl)-1-oxoisoindoline-5-yl)methyl)piperazin-1-yl)piperidin-1-yl)pyridazine-3-carboxamide ClC=1C=C(OC2CCC(CC2)NC(=O)C=2N=NC(=CC2)N2CCC(CC2)N2CCN(CC2)CC=2C=C3CN(C(C3=CC2)=O)C2C(NC(CC2)=O)=O)C=CC1C#N